ClC1=CC=C(C=C1)C(C(F)(F)F)=O 4'-chloro-2,2,2-trifluoroacetophenone